4-[[(1s,2r,4r)-4-isopropyl-1-methyl-7-oxabicyclo[2.2.1]hept-2-yl]oxy]-4-oxobutanoic acid C(C)(C)[C@]12C[C@H]([C@](CC1)(O2)C)OC(CCC(=O)O)=O